ClC(CC)OP(=O)(OC(CC)Cl)OC(CC)Cl.C1(=CC=CC=C1)C1=NC=C(N=C1C1=CC=CC=C1)N1CCNCC1 2,3-diphenyl-5-(piperazin-1-yl)pyrazine tri(alpha-chloropropyl)phosphate